ClC=1C=C(C=CC1F)NC(=O)C1=C(N=C(N1C)C)C1CC2CC(CC2C1)O N-(3-chloro-4-fluorophenyl)-4-(5-hydroxyoctahydropentalen-2-yl)-1,2-dimethyl-1H-imidazole-5-carboxamide